6-(1-cinnamylthioheptyl)-5,8-dimethoxy-1,4-naphthalenedione dioxime C(C=CC1=CC=CC=C1)SC(CCCCCC)C=1C(=C2C(C=CC(C2=C(C1)OC)=NO)=NO)OC